FC1(CCC(CC1)N(C(=O)[C@H]1N(CCC1)S(=O)(=O)C1=CC(=C(C=C1)C)F)CC1=CC2=C(CCO2)C=C1)F (S)-1-(3-Fluoro-4-methyl-benzenesulfonyl)-pyrrolidine-2-carboxylic acid (4,4-difluoro-cyclohexyl)-(2,3-dihydro-benzofuran-6-ylmethyl)-amide